4-bromo-N-[1-(2,4-difluoro-phenyl)-ethyl]-2-(quinoxaline-5-sulfonylamino)-benzamide BrC1=CC(=C(C(=O)NC(C)C2=C(C=C(C=C2)F)F)C=C1)NS(=O)(=O)C=1C=2N=CC=NC2C=CC1